FC(CN(C1=NC=2N(C3=CC=CC(=C13)F)C=NN2)C2=CC(=CC=C2)C#CC(C(F)(F)F)(C)C)F N-(2,2-difluoroethyl)-6-fluoro-N-(3-(4,4,4-trifluoro-3,3-dimethylbut-1-yn-1-yl)phenyl)-[1,2,4]triazolo[4,3-a]quinazolin-5-amine